p-bromotrifluorotoluene C1=CC(=CC=C1C(F)(F)F)Br